NC1=CC=C2C(=N1)CC[C@H]2NC([C@H](C)NC(=O)[C@@H]2NC[C@@H](C2)C2=CC(=CC=C2)C#N)=O (2R,4S)-N-((S)-1-(((R)-2-amino-6,7-dihydro-5H-cyclopenta[b]pyridin-5-yl)amino)-1-oxopropan-2-yl)-4-(3-cyanophenyl)pyrrolidine-2-carboxamide